C/C(/C(=O)OCCC(C)C)=C(/C(=O)OCCC(C)C)\C diisopentyl 2,3-dimethylmaleate